The molecule is an organophosphate oxoanion obtained by removal of three protons from CMP-5'-phosphonoformic acid; major species at pH 7.3. It is a monocarboxylic acid anion and an organophosphate oxoanion. It is a conjugate base of a CMP-5'-phosphonoformic acid. C1=CN(C(=O)N=C1N)[C@H]2[C@@H]([C@@H]([C@H](O2)COP(=O)([O-])OP(=O)(C(=O)[O-])[O-])O)O